NC=1C(NC2=C(C=C(C=C2C1C1=C2C=NNC2=C(C=C1)Cl)Cl)Br)=O 3-amino-8-bromo-6-chloro-4-(7-chloro-1H-indazol-4-yl)-1H-quinolin-2-one